5-({[6-(trifluoromethyl)pyridin-2-yl]carbonyl}amino)-1H-indazole-6-carboxylate FC(C1=CC=CC(=N1)C(=O)NC=1C=C2C=NNC2=CC1C(=O)[O-])(F)F